Oxaazepane hydrochloride Cl.O1NCCCCC1